benzyl 4-(1-(chlorocarbonyloxy)cyclopropyl)piperidine-1-carboxylate ClC(=O)OC1(CC1)C1CCN(CC1)C(=O)OCC1=CC=CC=C1